methyl 1-[[2-[2,6-dichloro-4-[6-(difluoromethyl)-3,5-dioxo-1,2,4-triazin-2-yl]phenoxy]-5-methoxy-4-pyridyl]sulfonylamino]cyclopropanecarboxylate ClC1=C(OC2=NC=C(C(=C2)S(=O)(=O)NC2(CC2)C(=O)OC)OC)C(=CC(=C1)N1N=C(C(NC1=O)=O)C(F)F)Cl